NC1=NC(=CC=C1NC(OCC)=O)NCC1=C(C=C(C=C1)F)F Ethyl (2-amino-6-((2,4-difluorobenzyl)amino)pyridin-3-yl)carbamate